N-(4-fluorophenyl)-6-((tetrahydro-2H-pyran-4-yl)ethynyl)-1-((2-(trimethylsilyl)ethoxy)methyl)-1H-indazol-5-amine FC1=CC=C(C=C1)NC=1C=C2C=NN(C2=CC1C#CC1CCOCC1)COCC[Si](C)(C)C